ClC=1C(=NC=CC1C1=C(C(=CC=C1)NC1=NC=CC(=C1F)CNCC(C)(C)O)Cl)C1=CC(=C(CNCC2CCC(N2)=O)C=C1)OC 5-(((4-(3-chloro-4-(2-chloro-3-((3-fluoro-4-(((2-hydroxy-2-methylpropyl)amino)methyl)pyridin-2-yl)amino)phenyl)pyridin-2-yl)-2-methoxybenzyl)amino)methyl)pyrrolidin-2-one